N1(CCCCC1)C1=CC2=C(N=CO2)C2=CC=CC=C12 5-(piperidine-1-yl)naphtho[1,2-d]oxazole